ClC=1C=C(CC=2C=CC(=NC2)C(=O)NC2=CN(C(C=C2)=O)CC)C=C(C1)F 5-(3-chloro-5-fluorobenzyl)-N-(1-ethyl-6-oxo-1,6-dihydropyridin-3-yl)picolinamide